ClC1=C(C=C2C(=N1)C=C(O2)C2(CC2)C)F 5-chloro-6-fluoro-2-(1-methylcyclopropyl)furo[3,2-b]pyridine